N-(4-((2-(2-fluorophenyl)pyridin-4-yl)amino)-7-(4-methylpiperazin-1-yl)quinazolin-6-yl)acrylamide FC1=C(C=CC=C1)C1=NC=CC(=C1)NC1=NC=NC2=CC(=C(C=C12)NC(C=C)=O)N1CCN(CC1)C